1-methyl-4-(1-(2-phenoxyethoxy)prop-1-en-2-yl)benzene CC1=CC=C(C=C1)C(=COCCOC1=CC=CC=C1)C